N-(4-bromo-2-methylphenyl)-1-(2-hydroxyethyl)-4-methyl-1H-pyrazole-5-carboxamide BrC1=CC(=C(C=C1)NC(=O)C1=C(C=NN1CCO)C)C